O1C(=CC=C1)C(/C=C/C1=CC=C(N1C)/C=C/C(=O)NO)=O (E)-3-(5-((E)-3-(Furan-2-yl)-3-oxoprop-1-en-1-yl)-1-methyl-1H-pyrrol-2-yl)-N-hydroxyacrylamide